3,3-dimethyl-6-nitro-indolin-2-one CC1(C(NC2=CC(=CC=C12)[N+](=O)[O-])=O)C